vanadium (IV) porphyrin oxide C12=CC=C([NH+]1[O-])C=C1C=CC(=N1)C=C1C=CC(N1)=CC=1C=CC(N1)=C2.[V+4]